ClC(C(=O)N(CC1N2CCC(C1=O)CC2)CC)(Cl)Cl 2,2,2-trichloro-N-ethyl-N-((3-oxoquinuclidin-2-yl)methyl)acetamide